C(C1=CC=CC=C1)(=O)NC1=NN=C(S1)C(=O)NCC1=CC=CC=C1 5-benzamido-N-benzyl-1,3,4-thiadiazole-2-carboxamide